C(C)(=O)O[C@@H]([C@H]1[C@@H]([C@H](CC(C(O)=O)(O)O1)O)NC(CO)=O)[C@H](OC)COC(C)=O 7,9-di-O-Acetyl-5-N-glycolyl-8-O-methyl-neuraminic acid